ClC=1C=C(C=CC1)N1C(C2=CC=CC=C2CC1)C(F)F 2-(3-chlorophenyl)-1-(difluoromethyl)-1,2,3,4-tetrahydroisoquinoline